N-((10H-phenothiazin-3-yl)methyl)-2-(4-methylpiperazin-1-yl)acetamide C1=CC(=CC=2SC3=CC=CC=C3NC12)CNC(CN1CCN(CC1)C)=O